C(C)(C)(C)C1=CC(=NN1)NC(C(C)C=1C=NN(C1)C1=CC(=CC=C1)Cl)=O N-(5-(tert-butyl)-1H-pyrazol-3-yl)-2-(1-(3-chlorophenyl)-1H-pyrazol-4-yl)propanamide